3-(trifluoromethyl)-4-indolecarboxylic acid FC(C1=CNC=2C=CC=C(C12)C(=O)O)(F)F